(2S)-4-[(acetoxyacetyl){(1R)-1-[1-benzyl-4-(2,5-difluorophenyl)-1H-imidazol-2-yl]-2,2-dimethylpropyl}amino]-2-aminobutanoic acid C(C)(=O)OCC(=O)N(CC[C@@H](C(=O)O)N)[C@H](C(C)(C)C)C=1N(C=C(N1)C1=C(C=CC(=C1)F)F)CC1=CC=CC=C1